6-methoxy-3-methyl-1H-quinolin-2-one COC=1C=C2C=C(C(NC2=CC1)=O)C